BrC1=CC=C2C=CC(=NC2=C1)[C@@H]1[C@H](C1)C1=CC(=CC=C1)Cl 7-bromo-2-((1S,2S)-2-(3-chlorophenyl)cyclopropyl)quinolin